(2S,4R)-4-hydroxy-1-[2-(3-methoxy-1,2-oxazol-5-yl)-3-methylbutyryl]-N-[(1S)-1-[4-(4-methyl-1,3-thiazol-5-yl)phenyl]ethyl]pyrrolidine-2-carboxamide O[C@@H]1C[C@H](N(C1)C(C(C(C)C)C1=CC(=NO1)OC)=O)C(=O)N[C@@H](C)C1=CC=C(C=C1)C1=C(N=CS1)C